OCC1N(CCNC1)C(=O)O.O1CCN(CC1)C=1C=C2C(=CNC2=CC1)/C=C/C(=O)C1=CC=NC=C1 (E)-3-(5-morpholino-1H-indol-3-yl)-1-(pyridin-4-yl)prop-2-en-1-one 2-(hydroxymethyl)piperazinecarboxylate